C1(CC1)[C@@H](N1C(C2=CC=CC=C2C1=O)=O)C1=CC2=C(N(C=N2)COCC[Si](C)(C)C)C=C1 (R)-2-(Cyclopropyl(1-((2-(trimethylsilyl)ethoxy)methyl)-1H-benzo[d]imidazol-5-yl)methyl)isoindoline-1,3-dione